2'-O-pentylmethyluridine C(CCCC)O[C@H]1[C@@](O[C@@H]([C@H]1O)CO)(N1C(=O)NC(=O)C=C1)C